C(C1=CC=CC=C1)OC=1N=C2N(C(C1)=O)C=C(C=C2C(C)O)C 2-(benzyloxy)-9-(1-hydroxyethyl)-7-methyl-4H-pyrido[1,2-a]pyrimidin-4-one